2,3,6,7-tetrabromonaphthalene BrC1=CC2=CC(=C(C=C2C=C1Br)Br)Br